1-cyclopropyl-6-fluoro-7-((4aS,7aS)-1-(4-(hydroxymethyl)benzyl)octahydro-6H-pyrrolo[3,4-b]pyridin-6-yl)-8-methoxy-4-oxo-1,4-dihydroquinoline-3-carboxylic acid C1(CC1)N1C=C(C(C2=CC(=C(C(=C12)OC)N1C[C@H]2N(CCC[C@H]2C1)CC1=CC=C(C=C1)CO)F)=O)C(=O)O